4-(2-((2R,3R)-3-(2,5-difluorophenyl)-3-hydroxy-4-(1H-1,2,4-triazol-1-yl)butan-2-yl)thiazol-4-yl)benzoic acid FC1=C(C=C(C=C1)F)[C@]([C@@H](C)C=1SC=C(N1)C1=CC=C(C(=O)O)C=C1)(CN1N=CN=C1)O